6-[8-(difluoromethyl)-2-methyl-imidazo[1,2-b]pyridazin-6-yl]-2-(8-methyl-2,8-diazaspiro[4.5]decan-2-yl)-1,3-benzoxazole FC(C=1C=2N(N=C(C1)C1=CC3=C(N=C(O3)N3CC4(CC3)CCN(CC4)C)C=C1)C=C(N2)C)F